C(CCC)C1(CS(C2=C(N(C1)C1=CC=CC=C1)C=C(C(=C2)C(=O)OC)SC)(=O)=O)CCCC methyl 3,3-dibutyl-7-(methylthio)-5-phenyl-2,3,4,5-tetrahydro-1,5-benzothiazepine-8-carboxylate 1,1-dioxide